CC=1C=CC=C2\C(\CCOC12)=N/O (Z)-8-Methylchroman-4-one oxime